N-(3-Fluoro-4-(4-methylpiperazin-1-yl)phenyl)-7-((tetrahydro-2H-pyran-4-yl)methyl)-7H-pyrrolo[2,3-d]pyrimidin-2-amine FC=1C=C(C=CC1N1CCN(CC1)C)NC=1N=CC2=C(N1)N(C=C2)CC2CCOCC2